4-[N,N-Bis(2-chloroethyl)amino]-L-phenylalanyl-4-fluoro-L-phenylalanine ethyl ester C(C)OC([C@@H](NC([C@@H](N)CC1=CC=C(C=C1)N(CCCl)CCCl)=O)CC1=CC=C(C=C1)F)=O